N-(2,4-difluorophenyl)-1-{3-fluoro-4-[6-methoxy-7-(3-morpholinopropoxy)quinolin-4-yloxy]phenyl}-4-methyl-6-oxo-1,6-dihydropyridazine-3-carboxamide FC1=C(C=CC(=C1)F)NC(=O)C1=NN(C(C=C1C)=O)C1=CC(=C(C=C1)OC1=CC=NC2=CC(=C(C=C12)OC)OCCCN1CCOCC1)F